COC1=CC=C(C=C1)NC1=NC=C(C(=N1)NCC=1C(=NC=CC1)N(S(=O)(=O)C)C)C(F)(F)F N-{3-[({2-[(4-methoxyphenyl)amino]-5-(trifluoromethyl)pyrimidin-4-yl}amino)methyl]pyridin-2-yl}-N-methylmethane-sulfonamide